ClC1=C(C=C(C=C1)C#CC1CC1)C1=CC=C(C=C1)NC(C1=C(C=CC=C1F)F)=O N-(2'-chloro-5'-(cyclopropylethynyl)-[1,1'-biphenyl]-4-yl)-2,6-difluorobenzamide